Cl.C(CCCCC)N(C1=C(C=C(C=C1)N1C(=NC(=CC1=O)C)C)F)CCCCCC 3-(4-(dihexylamino)-3-fluorophenyl)-2,6-dimethylpyrimidin-4(3H)-one hydrochloride salt